N-(2-fluorophenyl)-2-(methoxymethyl)-6-({[2-(trifluoromethyl)phenyl]carbonyl}amino)-1H-benzoimidazole-4-carboxamide FC1=C(C=CC=C1)NC(=O)C1=CC(=CC=2NC(=NC21)COC)NC(=O)C2=C(C=CC=C2)C(F)(F)F